7-Chloro-1-((1-methylpiperidin-4-yl)oxy)isoquinoline ClC1=CC=C2C=CN=C(C2=C1)OC1CCN(CC1)C